2-(2,6-dioxopiperidin-3-yl)-1-oxoisoindole-5-myristic acid O=C1NC(CCC1N1C(C2=CC=C(C=C2C1)CCCCCCCCCCCCCC(=O)O)=O)=O